CNC=1C=CC(=C2CN(C(C12)=O)CC(C(=O)N)=C)C1=CC=C2C=NN(C2=C1)C 2-[[7-(methylamino)-4-(1-methylindazol-6-yl)-1-oxo-isoindolin-2-yl]methyl]prop-2-enamide